(2R,3S)-4-[(2Z)-2-[(4-bromo-1H-1,3-benzodiazol-5-yl)imino]imidazolidin-1-yl]-3-ethyl-2-[(3-methylimidazol-4-yl)methyl]-4-oxobutyl 2,2-dimethylpropanoate CC(C(=O)OC[C@@H]([C@@H](C(=O)N1\C(\NCC1)=N/C1=C(C2=C(NC=N2)C=C1)Br)CC)CC=1N(C=NC1)C)(C)C